(R)-N-(1-(2-fluorophenyl)-1,4,5,7-tetrahydropyrano[3,4-c]pyrazol-4-yl)-5,6,7,8-tetrahydroimidazo[1,5-a]pyridine-3-carboxamide FC1=C(C=CC=C1)N1N=CC2=C1COC[C@@H]2NC(=O)C2=NC=C1N2CCCC1